(2S,3S,4E)-4,5-didehydro-octadecanoic acid C(CC\C=C\CCCCCCCCCCCCC)(=O)O